[N+](=O)([O-])C1=NNC(=C1)[N+](=O)[O-] 3,5-DINITROPYRAZOLE